N'-[5-bromo-2-methyl-6-[(1S)-1-methyl-2-propoxy-ethoxy]-3-pyridyl]N-ethyl-N-methyl-formamidine BrC=1C=C(C(=NC1O[C@H](COCCC)C)C)N=CN(C)CC